1,4-bis(mercaptoacetoxy)butane SCC(=O)OCCCCOC(CS)=O